COC(=O)C=1CC=C2N(NCC3=CC=CC=C23)C1 6,7-dihydro-2H-pyrido[2,1-a]Phthalazine-3-carboxylic acid methyl ester